CC1=C(C(C[C@@H](C1)O)(C)C)/C=C/C(=C/C=C/C(=C/C=C/C=C(\\C)/C=C/C=C(\\C)/CO)/C)/C The molecule is an apo carotenoid triterpenoid compound consisting of 8'-apo-beta-carotene having a hydroxy group at the 8'-position and an (R)-hydroxy substituent at the 3-position.